C(C1=CC=CC=C1)OCC1CN(C1)C(=O)N1C[C@@H]2[C@@H](OCC(N2)=O)CC1 (4aR,8aS)-6-(3-((benzyloxy)methyl)azetidine-1-carbonyl)hexahydro-2H-pyrido[4,3-b][1,4]oxazin-3(4H)-one